2-(1-(trifluoromethyl)cyclopropyl)ethylamine hydrochloride Cl.FC(C1(CC1)CCN)(F)F